C(CNC([O-])=O)NC([O-])=O ethane-1,2-diylbis(carbamate)